5-methoxy-5-oxo-4-phenylpentan-2-yl benzoate 5-methoxy-5-oxo-4-PHENYLPENTAN-2-yl-benzoate COC(C(CC(C)OC(C1=CC=CC=C1)=O)C1=CC=CC=C1)=O.C(C1=CC=CC=C1)(=O)OC(C)CC(C(=O)OC)C1=CC=CC=C1